Bromocholin BrOCC[N+](C)(C)C